1-Tert-butyl-5-fluoro-N-{2-fluoro-5-[3-fluoro-8-(morpholin-4-yl)imidazo[1,2-a]pyridin-6-yl]-4-methylphenyl}pyrazole-4-carboxamide C(C)(C)(C)N1N=CC(=C1F)C(=O)NC1=C(C=C(C(=C1)C=1C=C(C=2N(C1)C(=CN2)F)N2CCOCC2)C)F